N-(3,4-dichlorobenzyl)-4-(1H-indazol-5-yl)-5-(6-methylpyridin-2-yl)-1H-imidazol-2-amine ClC=1C=C(CNC=2NC(=C(N2)C=2C=C3C=NNC3=CC2)C2=NC(=CC=C2)C)C=CC1Cl